OC1=CC=C(C=C1)[C@@H]1OC=2C=CC(=CC2[C@H]2[C@@H]1C[C@@H](C2)O)O (2R,3aS,4R,9bR)-4-(4-Hydroxy-phenyl)-1,2,3,3a,4,9b-hexahydro-cyclopenta[c]chromene-2,8-diol